FC1=CC(=C(C=C1)NC1=C(C(=O)NC=2C(=NC(=CC2)OC)C)C=CC(=C1)OC(F)(F)F)C(C)C 2-((4-fluoro-2-isopropylphenyl)amino)-N-(6-methoxy-2-methylpyridin-3-yl)-4-(trifluoromethoxy)-benzamide